FC(F)(F)SCCCCCCCCCBr bromononyl (trifluoromethyl) sulfide